C1(CCC2=NC=CC=C12)NC=1N=CC=C2C=C(SC12)C=1C(=C(N=C2C(CS(C12)(=O)=O)C(C)C)CC1CCOCC1)C=1OC(=NN1)C N-(R)-4-aza-1-indanyl(2-{3-isopropyl-6-(5-methyl-1,3,4-oxadiazol-2-yl)-1,1-dioxo-5-[(tetrahydro-2H-pyran-4-yl)methyl]-1λ6-thia-4-aza-7-indanyl}-1-thia-6-aza-7-indenyl)amine